dichlorotetrafluoroethane FC(F)(Cl)C(F)(F)Cl